FC(S(=O)(=O)[O-])(F)F.[SH+]1CCNCCC1 1,4-thiazepan-1-ium trifluoromethanesulfonate